3-(1-methylpyrrolidin-3-yl)-1H-pyrazole CN1CC(CC1)C1=NNC=C1